2-(4-fluoro-5-methyl-6-oxopyridazin-1(6H)-yl)acetic acid FC=1C=NN(C(C1C)=O)CC(=O)O